[Si](C)(C)(C(C)(C)C)O[C@@H]([C@@H](C(=O)O)NC(C(C)C)=O)C (2S,3R)-3-((tert-butyldimethylsilyl)oxy)-2-isobutyrylaminobutyric acid